ClC1=C(C=CC=C1)N1C(N=C(C2=CC=C(C=C12)C1CC1)N1CC(CCC1)O)=O 1-(2-Chlorophenyl)-7-cyclopropyl-4-(3-hydroxypiperidin-1-yl)quinazolin-2(1H)-one